3-(benzyloxy)-2-(4-(1-(2,6-dioxopiperidin-3-yl)-3-methyl-2-oxo-2,3-dihydro-1H-benzo[d]imidazol-5-yl)piperidin-1-yl)propanoic acid C(C1=CC=CC=C1)OCC(C(=O)O)N1CCC(CC1)C1=CC2=C(N(C(N2C)=O)C2C(NC(CC2)=O)=O)C=C1